ClCC1=NC=C(N=C1)C 2-(chloromethyl)-5-methyl-pyrazine